6,6-dimethyl-3-oxabicyclo[3.1.0]hexane-2,4-dione CC1(C2C(OC(C12)=O)=O)C